BrC\C(=C/C(C(=O)OCC)=O)\OC ethyl (E)-5-bromo-4-methoxy-2-oxo-pent-3-enoate